FC(C1CCCCCC12CCN(C1=CC=CC=C21)S(=O)(=O)C2=CC=C(C=C2)C(F)(F)F)(F)F 2-(trifluoromethyl)-1'-((4-(trifluoromethyl)phenyl)sulfonyl)-2',3'-dihydro-1'H-spiro[cycloheptane-1,4'-quinoline]